[2-(4-benzyloxy-2-ethyl-5-methyl-pyrazol-3-yl)oxazol-5-yl]methylamine C(C1=CC=CC=C1)OC1=C(N(N=C1C)CC)C=1OC(=CN1)CN